4-(4-(3-(3-(tert-butyl)-1-phenyl-1H-pyrazol-5-yl)ureido)-3-(methylthio)phenoxy)-N-methylpyridineamide C(C)(C)(C)C1=NN(C(=C1)NC(NC1=C(C=C(OC2=CC(=NC=C2)C(=O)NC)C=C1)SC)=O)C1=CC=CC=C1